BrC=1C=C(CNC=2N(C=C(N2)C2CCOCC2)C2=CC(=CC=C2)F)C=CC1C(F)(F)F N-(3-bromo-4-(trifluoromethyl)benzyl)-1-(3-fluorophenyl)-4-(tetrahydro-2H-pyran-4-yl)-1H-imidazol-2-amine